N-[2-[(2R)-2-Fluoro-3-hydroxy-3-methyl-butyl]-6-morpholino-1-oxo-isoindolin-5-yl]-6-methyl-pyrazolo[1,5-a]pyrimidine-3-carboxamide F[C@H](CN1C(C2=CC(=C(C=C2C1)NC(=O)C=1C=NN2C1N=CC(=C2)C)N2CCOCC2)=O)C(C)(C)O